ClC=1C=CC2=C([C@@H](C[C@H](O2)C(=O)NC23CC(C2)(C3)C3=CC(=NO3)C=3C=NC(=CC3)C(F)(F)F)O)C1 (2S,4R)-6-chloro-4-hydroxy-N-(3-{3-[6-(trifluoromethyl)pyridin-3-yl]-1,2-oxazol-5-yl}bicyclo[1.1.1]pent-1-yl)-3,4-dihydro-2H-1-benzopyran-2-carboxamide